C(C(=C)C)(=O)C=1N=C(C=2N=CN([C@H]3[C@H](O)[C@H](OP(=O)(O)O)[C@@H](COP(=O)(O)OP(=O)(O)OCC(C)(C)[C@@H](O)C(=O)NCCC(=O)NCCS)O3)C2N1)N 2-methacryloyl-coa